N-[(3R)-1-{5-[5-chloro-3-(2,4,6-trifluorophenyl)pyridin-2-yl]-4,5-dihydro-1,2-oxazol-3-yl}-4,4-difluoropyrrolidin-3-yl]methanesulfonamide ClC=1C=C(C(=NC1)C1CC(=NO1)N1C[C@H](C(C1)(F)F)NS(=O)(=O)C)C1=C(C=C(C=C1F)F)F